(2S,4S)-4-(N-methyl-2-(pyridin-4-yl)acetamido)-1-(2-methylbenzofuro[3,2-d]pyrimidin-4-yl)pyrrolidine-2-carboxylic acid CN(C(CC1=CC=NC=C1)=O)[C@H]1C[C@H](N(C1)C=1C2=C(N=C(N1)C)C1=C(O2)C=CC=C1)C(=O)O